NC=1C2=C(N=CN1)N(C=C2C2=NN(C=C2)CCOC)[C@H]2[C@@H]([C@@H]([C@H](O2)C(=O)NC2CCN(CC2)C)O)O (2S,3S,4R,5R)-5-(4-amino-5-(1-(2-methoxyethyl)-1H-pyrazol-3-yl)-7H-pyrrolo[2,3-d]pyrimidin-7-yl)-3,4-dihydroxy-N-(1-methylpiperidin-4-yl)tetrahydrofuran-2-carboxamide